CON(C(=O)C1=C(C=C(C=C1)N\C(=C\1/C(NC2=CC(=C(C=C12)C)C(=O)OC)=O)\C1=CC=CC=C1)C)C1CCN(CC1)C (Z)-Methyl 3-(((4-(methoxy(1-methylpiperidin-4-yl)carbamoyl)-3-methylphenyl)amino)(phenyl)methylene)-5-methyl-2-oxoindoline-6-carboxylate